C1(CCCCC1)[C@@H](C(=O)NC1=NC=C(C=C1)C1=C(C=NN1C)C)NC(=O)C1=CC=NN1C (S)-N-(1-cyclohexyl-2-((5-(1,4-dimethyl-1H-pyrazol-5-yl)pyridin-2-yl)amino)-2-oxoethyl)-1-methyl-1H-pyrazole-5-carboxamide